C(C)(C)(C)OC(=O)N1C[C@]2(CCN3N=C(C=C32)C=3C=NC(=C(C3)OC(F)F)N)CC1 |r| (rac)-tert-butyl-2'-[6-amino-5-(difluoromethoxy)pyridin-3-yl]-5',6'-dihydrospiro[pyrrolidine-3,4'-pyrrolo[1,2-b]pyrazole]-1-carboxylate